(1s,4s)-4-((5-(1-(2,2-difluoroethyl)-2-methyl-1H-imidazo[4,5-b]pyridin-6-yl)-4-methoxy-7H-pyrrolo[2,3-d]pyrimidin-2-yl)amino)-N,N-dimethylcyclohexane-1-carboxamide FC(CN1C(=NC2=NC=C(C=C21)C2=CNC=1N=C(N=C(C12)OC)NC1CCC(CC1)C(=O)N(C)C)C)F